OP(OCC1=CC=CC=C1)(OCC1=CC=CC=C1)=O dibenzyl hydroxyphosphonate